2-(tert-Butyl)-5-(trifluoromethyl)-1,3-oxazol C(C)(C)(C)C=1OC(=CN1)C(F)(F)F